Cl.CN1C(N(C2=C1C=C(C=C2)CCCNC)C2C(NC(CC2)=O)=O)=O 3-[3-methyl-5-[3-(methylamino)propyl]-2-oxo-benzimidazol-1-yl]piperidine-2,6-dione hydrochloride